6-(1H-benzotriazol-6-yl)-5-[1-(2,2-dimethylpropyl)-1H-pyrazol-4-yl]pyridine-2-carbonitrile N1N=NC2=C1C=C(C=C2)C2=C(C=CC(=N2)C#N)C=2C=NN(C2)CC(C)(C)C